C(C)OC(=O)C=1C(N(C2=CC=C(C=C2C1Cl)[N+](=O)[O-])C)=O 4-Chloro-1-methyl-6-nitro-2-oxo-1,2-dihydroquinoline-3-carboxylic acid ethyl ester